ClC1=C(C(=CC=C1Cl)F)NC=1N(C2=NC(=NC=C2N1)NC1CCOCC1)C1CCC(CC1)C(=O)N (1s,4s)-4-(8-(2,3-dichloro-6-fluorophenylamino)-2-(tetrahydro-2H-pyran-4-ylamino)-9H-purin-9-yl)cyclohexanecarboxamide